CC1(OCCC(C1)N1C(=NC2=C(C=C(C=C2C1=O)C)C(C)O)N1CC2=CC=CC=C2C1)C 3-(2,2-Dimethyltetrahydro-2H-pyran-4-yl)-8-(1-hydroxyethyl)-2-(isoindolin-2-yl)-6-methylquinazolin-4(3H)-one